C1(CCC1)NC(C)C1=CC(=C(C=C1)[S@](=O)(N)=NC(NC1=C2C(=CC=3CCCC13)CC2)=O)F (S)-4-(1-(cyclobutylamino)ethyl)-2-fluoro-N'-((2,4,5,6-tetrahydro-1H-cyclobuta[f]inden-3-yl)carbamoyl)benzenesulfonimidamide